NC1=NC=2C=CC=CC2C2=C1N=C(N2CC2=CC=C(CNC(CCCCC(C)=O)=O)C=C2)CCCC N-(4-((4-amino-2-butyl-1H-imidazo[4,5-c]quinolin-1-yl)methyl)benzyl)-6-oxoheptanamide